CN(C1=CC=C(C=N1)C1=CC=C(CN(C(=O)C2CCC(CC2)O)C2=NC=CC(=C2)\C=C\C=2OC=CN2)C=C1)C (E)-N-(4-(6-(Dimethylamino)pyridin-3-yl)benzyl)-4-hydroxy-N-(4-(2-(oxazol-2-yl)vinyl)pyridin-2-yl)cyclohexanecarboxamide